ethyl 3-[1-[(1S)-1-[(2S,4R)-4-hydroxy-2-(methylcarbamoyl)pyrrolidine-1-carbonyl]-2,2-dimethyl-propyl]triazol-4-yl]-2,2-dimethyl-propanoate O[C@@H]1C[C@H](N(C1)C(=O)[C@H](C(C)(C)C)N1N=NC(=C1)CC(C(=O)OCC)(C)C)C(NC)=O